benzyl 2-{2,7-diazaspiro[3.5]nonan-7-yl}acetate C1NCC12CCN(CC2)CC(=O)OCC2=CC=CC=C2